2-hexyl-3-hydroxy-7,10-hexadecadienoic acid C(CCCCC)C(C(=O)O)C(CCCC=CCC=CCCCCC)O